CN(CC(=O)N1CCC(CC1)N1N=CC(=C1)CNC1=C2C(N(C(C2=CC=C1)=O)C1C(NC(CC1)=O)=O)=O)C 4-(((1-(1-(dimethylglycyl)piperidin-4-yl)-1H-pyrazol-4-yl)methyl)amino)-2-(2,6-dioxopiperidin-3-yl)isoindoline-1,3-dione